ClC=1C=CC(=C(C1)C1=CC=NC=C1)N1N=NN=C1 4-(5-Chloro-2-(1H-tetrazol-1-yl)phenyl)-pyridin